ClC1=CC=C(CN2N=C(C=CC2=O)C=2C=C3C=NN(C3=CC2)C)C=C1 2-(4-chlorobenzyl)-6-(1-methyl-1H-indazol-5-yl)pyridazin-3(2H)-one